BrC1=CC=CC2=C(C=CC=C12)OC(F)F 1-bromo-5-(difluoromethoxy)naphthalene